bromoether antimony [Sb].BrOBr